C(CCCCCCC)C(=CC(=O)OCCCCCCNCCO)CCCCCCCC 6-(2-hydroxyethylamino)-hexyl 3-octylundec-2-enoate